CC=1C=C(C=C(C1)C)/C=C/C(=O)C1=NC=CC=C1 (2E)-3-(3,5-dimethylphenyl)-1-(pyridin-2-yl)prop-2-en-1-one